C(C)(C)(C)OC(=O)N(C(OC(C)(C)C)=O)CC1=NNC(C2=CC=C(C=C12)B1OC(C(O1)(C)C)(C)C)=O tert-butyl (tert-butoxycarbonyl)((4-oxo-7-(4,4,5,5-tetramethyl-1,3,2-dioxaborolan-2-yl)-3,4-dihydrophthalazin-1-yl)methyl)carbamate